Methyl (5-benzoyl-1-((((((2R,3S,4S,5R)-3,4,5,6-tetrahydroxytetrahydro-2H-pyran-2-yl)methoxy)carbonyl)oxy)methyl)-1H-benzo[d]imidazol-2-yl)carbamate C(C1=CC=CC=C1)(=O)C1=CC2=C(N(C(=N2)NC(OC)=O)COC(=O)OC[C@H]2OC([C@@H]([C@H]([C@@H]2O)O)O)O)C=C1